ClC1=C2CCNCC2=CC(=C1C(=O)N[C@H](C(=O)O)CNC(=O)N[C@@H]1CCC2=CC=CC=C12)Cl (S)-2-(5,7-dichloro-1,2,3,4-tetrahydroisoquinoline-6-carboxamido)-3-(3-((R)-2,3-dihydro-1H-inden-1-yl)ureido)propanoic acid